1-(3-{[(2-methyl-1H-indol-5-yl)methyl]amino}pyrido[2,3-b]pyrazin-6-yl)piperidin CC=1NC2=CC=C(C=C2C1)CNC1=CN=C2C(=N1)N=C(C=C2)N2CCCCC2